5-[4-(tert-butoxycarbonyl)piperazin-1-yl]cinnoline-8-carboxylic acid C(C)(C)(C)OC(=O)N1CCN(CC1)C1=C2C=CN=NC2=C(C=C1)C(=O)O